NC1=C(C=C2N(C(C=3N(C2=C1)N=CC3)=O)CC)C 8-amino-5-ethyl-7-methylpyrazolo[1,5-a]quinoxalin-4(5H)-one